1-BocButylamine C(=O)(OC(C)(C)C)C(CCC)N